5-(bromomethyl)-N-(4,4-difluorocyclohexyl)-2-(4-methylthiazol-2-yl)pyrimidin-4-amine BrCC=1C(=NC(=NC1)C=1SC=C(N1)C)NC1CCC(CC1)(F)F